N1C=CC2=CC=C(C=C12)C1=C(C(=O)O)C=CC=C1 2-(1H-indol-6-yl)-benzoic acid